5-(3-isopropyl-5-(1-(tetrahydro-2H-pyran-4-yl)piperidin-4-yl)-1H-indol-2-yl)-3-methoxy-1,6-dimethylpyridin-2(1H)-one C(C)(C)C1=C(NC2=CC=C(C=C12)C1CCN(CC1)C1CCOCC1)C=1C=C(C(N(C1C)C)=O)OC